BrC=1C=C(C(=NC1)CNCC)F N-((5-bromo-3-fluoropyridin-2-yl)methyl)ethylamine